1-bromo-N-(2-tert-butylphenyl)-2-naphthamide BrC1=C(C=CC2=CC=CC=C12)C(=O)NC1=C(C=CC=C1)C(C)(C)C